(2-methyl-1,2,3,4-tetrahydroisoquinolin-3-yl)methanamine CN1CC2=CC=CC=C2CC1CN